(E)-4-(1-(5-(trifluoromethoxy)pyridin-2-yl)prop-1-en-2-yl)thiazol FC(OC=1C=CC(=NC1)\C=C(/C)\C=1N=CSC1)(F)F